OC1=C(C(=O)C2=C(C=CC=C2)O)C=CC(=C1)OC 2,2'-dihydroxy-4-methoxyl-benzophenone